N-[3-(Dimethoxymethylsilyl)propyl]ethylendiamin COC(OC)[SiH2]CCCNCCN